tert-butyl (1r,3s,5r)-3-(hydroxymethyl)-2-azabicyclo[3.1.0]hexane-2-carboxylate OC[C@H]1N([C@@H]2C[C@@H]2C1)C(=O)OC(C)(C)C